BrC1=CC=CC2=C1N(C=N2)C2=C(C=CC=C2)Br 7-bromo-1-(2-bromophenyl)-1H-benzo[d]imidazole